ClC=1C=CC=C2[C@H](CCOC12)NC(=O)NC=1N=C(SC1)C1=NC=C(C=C1)C#N 1-[(4S)-8-chlorochroman-4-yl]-3-[2-(5-cyano-2-pyridyl)thiazol-4-yl]urea